4-iodo-8-chlorodibenzo[b,d]furan IC1=CC=CC2=C1OC1=C2C=C(C=C1)Cl